4-(2,6-difluorobenzyl)-2-(4-((2-(methyl((tetrahydro-2H-pyran-4-yl)methyl)amino)pyridin-4-yl)oxy)phenyl)-2,4-dihydro-3H-1,2,4-triazol-3-one FC1=C(CN2C(N(N=C2)C2=CC=C(C=C2)OC2=CC(=NC=C2)N(CC2CCOCC2)C)=O)C(=CC=C1)F